(4-chloro-1-isopropyl-1H-pyrazol-5-yl)-4-(4-(1-ethyl-4-(trifluoromethyl)-1H-imidazol-2-yl)benzyl)-5-methyl-4,5,6,7-tetrahydropyrazolo[1,5-a]pyrazine ClC=1C=NN(C1C1=NN2C(C(N(CC2)C)CC2=CC=C(C=C2)C=2N(C=C(N2)C(F)(F)F)CC)=C1)C(C)C